BrCC1=C(C=C(C(=C1)C(C)(C)S(=O)(=O)C)F)F 1-(Bromomethyl)-2,4-difluoro-5-(2-(methylsulfonyl)propan-2-yl)benzene